trans-3-((S)-2-(4-((1H-pyrrolo[2,3-c]pyridin-1-yl)methyl)cyclohexane-1-carbonyl)isoxazolidin-3-yl)-5-fluorobenzonitrile N1(C=CC=2C1=CN=CC2)C[C@@H]2CC[C@H](CC2)C(=O)N2OCC[C@H]2C=2C=C(C#N)C=C(C2)F